[Si](C)(C)(C(C)(C)C)C1CC(=O)OC(C1)=O 3-(tert-butyldimethylsilyl)glutaric anhydride